C(C)(C)(C)OC(=O)C=1C(=C(C(=CC1CC=O)[N+](=O)[O-])C(=O)OC(C)(C)C)F tert-Butyl (tert-butoxycarbonyl)(2-fluoro-6-nitro-4-(2-oxoethyl)phenyl)carboxylate